(E)-2-(4-methylbenzylidene)-5-methoxy-1-tetralone CC1=CC=C(\C=C/2\C(C3=CC=CC(=C3CC2)OC)=O)C=C1